(3R,5'S)-1'-((S)-2-(2-(tert-butyl)-4-oxo-6,7-dihydropyrazolo[1,5-a]pyrazin-5(4H)-yl)-3-cyclopropylpropionyl)-2-oxospiro[indole-3,3'-pyrrolidine]-5'-carbonitrile C(C)(C)(C)C1=NN2C(C(N(CC2)[C@H](C(=O)N2C[C@]3(C[C@H]2C#N)C(NC2=CC=CC=C23)=O)CC2CC2)=O)=C1